Benzyl 2,4,6-tri-O-acetyl-3-azido-3-deoxy-1-thio-α-D-galactopyranoside C(C)(=O)O[C@H]1[C@@H](SCC2=CC=CC=C2)O[C@@H]([C@@H]([C@@H]1N=[N+]=[N-])OC(C)=O)COC(C)=O